N-(4-AMINO-3,4-DIOXO-1-PHENYLBUTAN-2-YL)-5-PHENYLISOXAZOLE-4-CARBOXAMIDE NC(C(C(CC1=CC=CC=C1)NC(=O)C=1C=NOC1C1=CC=CC=C1)=O)=O